BrC=1C(=C(C=CC1)NC(=O)C=1N=CC=2CN(CCC2C1)CC(F)F)Cl N-(3-bromo-2-chlorophenyl)-7-(2,2-difluoroethyl)-5,6,7,8-tetrahydro-2,7-naphthyridine-3-carboxamide